2-((2S)-4-(7-(8-chloronaphthalen-1-yl)-2-((1-(pyrrolidin-1-ylmethyl)cyclopropyl)methoxy)-7,8-dihydro-5H-pyrano[4,3-d]pyrimidin-4-yl)-1-(2-fluoroacryloyl)piperazin-2-yl)acetonitrile ClC=1C=CC=C2C=CC=C(C12)C1CC=2N=C(N=C(C2CO1)N1C[C@@H](N(CC1)C(C(=C)F)=O)CC#N)OCC1(CC1)CN1CCCC1